CN1C2=NC(=NC(=C2N=C1)N1C[C@@H]2[C@H](C1)COC2)C#CC=2N(C=C(N2)C2=CC=CC=C2)C (3aR,6aS)-5-(9-Methyl-2-((1-methyl-4-phenyl-1H-imidazol-2-yl)ethynyl)-9H-purin-6-yl)hexahydro-1H-furo[3,4-c]pyrrole